COC=1C=C(CN2C(N3C(C4=C2C=C(C=N4)N4CCOCC4)=NCC(C3)(C)C)=O)C=C(C1)OC 5-(3,5-dimethoxybenzyl)-9,9-dimethyl-3-(morpholin-4-yl)-5,8,9,10-tetrahydro-6H-pyrido[2,3-e]pyrimido[1,2-c]pyrimidin-6-one